4-chlorophenyl isocyanate ClC1=CC=C(C=C1)N=C=O